(2-((1-cyclohexyl-1H-pyrazol-4-yl)amino)-5-methylpyrimidin-4-yl)benzoic acid methyl ester COC(C1=C(C=CC=C1)C1=NC(=NC=C1C)NC=1C=NN(C1)C1CCCCC1)=O